FC1=CC=C(C=C1)N1CC(CC1=O)NC(=O)NC1=CN=NC=C1 1-[1-(4-fluorophenyl)-5-oxopyrrolidin-3-yl]-3-pyridazin-4-ylurea